(R)-3-(azetidin-1-yl)-N-(2,2,2-trifluoro-1-(3-fluorophenyl)ethyl)propanamide N1(CCC1)CCC(=O)N[C@@H](C(F)(F)F)C1=CC(=CC=C1)F